C1(CC1)CCN(C1=C2CN(C(C2=CC=C1F)=O)N1C(CCCC1=O)=O)C1CCC2(OCCO2)CC1 4-[(2-cyclopropylethyl)(1,4-dioxaspiro[4.5]decan-8-yl)amino]-5-fluoro-1-oxo-3H-isoindol-2-ylpiperidine-2,6-dione